CNCCOC1=CC=CC=C1 N-methyl-N-(2-phenoxyethyl)amine